FC=1C=C(C=NC1O)N1N=C2N(C1=O)C(CC2)C2=CC=CC=C2 2-(5-fluoro-6-hydroxypyridin-3-yl)-5-phenyl-2,5,6,7-tetrahydro-3H-pyrrolo[2,1-c][1,2,4]triazol-3-one